2-Chloro-4-(8-(4-(4-(1-(2-(2,6-dioxopiperidin-3-yl)-1,3-dioxoisoindolin-5-yl)piperidin-4-yl)piperazine-1-carbonyl)phenyl)-2,8-diazaspiro[4.5]decan-2-yl)benzonitrile ClC1=C(C#N)C=CC(=C1)N1CC2(CC1)CCN(CC2)C2=CC=C(C=C2)C(=O)N2CCN(CC2)C2CCN(CC2)C=2C=C1C(N(C(C1=CC2)=O)C2C(NC(CC2)=O)=O)=O